1,7-dimethyl-8-(methylthio)-1H-purine-2,6(3H,7H)-dione CN1C(NC=2N=C(N(C2C1=O)C)SC)=O